COC1=C(OC2=NC=CC=C2C(=O)N)C=CC(=C1)CC(=O)NC=1SC2=C(N1)C=C(C=C2)OC 2-(2-methoxy-4-(2-((5-methoxybenzo[d]thiazol-2-yl)amino)-2-oxoethyl)phenoxy)pyridine-3-carboxamide